C(C)(C)(C)OC(=O)N1CCN(CC1)C1CCN(CC1)C(NC=1SC(=C(N1)C1=CC(=CC=C1)C#N)C=1C=C2C(=NC=NC2=CC1)C)=O 4-[1-[[4-(3-cyanophenyl)-5-(4-methylquinazolin-6-yl)thiazol-2-yl]carbamoyl]-4-piperidinyl]piperazine-1-carboxylic acid tert-butyl ester